((cyclopent-3-en-1-yloxy)methyl)benzene C1(CC=CC1)OCC1=CC=CC=C1